5-(2-fluoro-4-(1,1,1,3,3,3-hexafluoro-2-hydroxypropan-2-yl)phenyl)pyridinecarboxaldehyde FC1=C(C=CC(=C1)C(C(F)(F)F)(C(F)(F)F)O)C=1C=CC(=NC1)C=O